benzyl 4-[1-methyl-1-(4-piperidyl)ethyl]piperazine-1-carboxylate CC(C)(C1CCNCC1)N1CCN(CC1)C(=O)OCC1=CC=CC=C1